(1-(1-(6,7-dimethoxyquinazolin-4-yl)piperidin-4-yl)cyclopropyl)methanol COC=1C=C2C(=NC=NC2=CC1OC)N1CCC(CC1)C1(CC1)CO